OC=1C=C(C2=CC=CC=C2C1)C1CCC=2C(=NC(=NC2C1)OCCCN1CCOCC1)N1[C@H](CN(CC1)C(C=C)=O)C 1-((3S)-4-(7-(3-hydroxynaphthalen-1-yl)-2-(3-morpholinopropoxy)-5,6,7,8-tetrahydroquinazolin-4-yl)-3-methylpiperazin-1-yl)prop-2-en-1-one